OC1=CC(=C(C=C1)NC1=NNC(=C1)C1=CC=C(C=C1)N1CCCCC1)C 1-(4-(3-((4-hydroxy-2-methylphenyl)amino)-1H-pyrazol-5-yl)phenyl)piperidin